C(C)(C)N1CCN(CC1)C1=CC=C(C=C1)C=1C=C2C=C(C(N(C2=CC1)C)=O)C1=CC=C(C=C1)[N+](=O)[O-] 6-(4-(4-isopropylpiperazin-1-yl)phenyl)-1-methyl-3-(4-nitrophenyl)quinolin-2(1H)-one